N-(3-((2-chloro-5-methoxypyrimidin-4-yl)amino)-4-methoxyphenyl)acetamide ClC1=NC=C(C(=N1)NC=1C=C(C=CC1OC)NC(C)=O)OC